methyl 4-amino-1-(4-bromo-2,6-dichlorophenyl)-6-oxo-pyrimidine-5-carboxylate NC=1N=CN(C(C1C(=O)OC)=O)C1=C(C=C(C=C1Cl)Br)Cl